(3S,4R)-3-acrylamido-4-((7-(2,6-dichloro-3,5-dimethoxyphenyl)-5-(oxetan-3-ylamino)-2,6-naphthyridin-3-yl)amino)-N-methylpyrrolidine-1-carboxamide C(C=C)(=O)N[C@H]1CN(C[C@H]1NC=1N=CC2=CC(=NC(=C2C1)NC1COC1)C1=C(C(=CC(=C1Cl)OC)OC)Cl)C(=O)NC